(S)-2-((tert-butoxycarbonyl)amino)-3-(1-carbamoylpiperidin-4-yl)propanoic acid C(C)(C)(C)OC(=O)N[C@H](C(=O)O)CC1CCN(CC1)C(N)=O